N-(2-chloro-8-(propan-2-yl)imidazo[1,2-b]pyridazin-7-yl)-N'-(6-(2H-1,2,3-triazol-2-yl)-5-(trifluoromethyl)pyridin-3-yl)urea ClC=1N=C2N(N=CC(=C2C(C)C)NC(=O)NC=2C=NC(=C(C2)C(F)(F)F)N2N=CC=N2)C1